O[C@H]1CC[C@H]2[C@@H]3CC[C@H]4CC(C=C[C@@]4([C@H]3CC[C@]12C)C)=O (5S,8R,9S,10R,13S,14S,17S)-17-hydroxy-10,13-dimethyl-4,5,6,7,8,9,10,11,12,13,14,15,16,17-tetradecahydro-3H-cyclopenta[a]phenanthren-3-one